tert-butyl (3R)-3-(4-bromopyrazol-1-yl)pyrrolidine-1-carboxylate BrC=1C=NN(C1)[C@H]1CN(CC1)C(=O)OC(C)(C)C